2-Cyclopropyl-6-fluorophenyldiazonium tetrafluoroborate F[B-](F)(F)F.C1(CC1)C1=C(C(=CC=C1)F)[N+]#N